(S)-4-(4-(2-(2-acetyl-1,2,3,4-tetrahydropyrrolo[1,2-a]pyrazine-6-carboxamido)-2-cycloheptylacetamido)phenyl)-3,5-dimethylpyridine 1-oxide C(C)(=O)N1CC=2N(CC1)C(=CC2)C(=O)N[C@H](C(=O)NC2=CC=C(C=C2)C2=C(C=[N+](C=C2C)[O-])C)C2CCCCCC2